3-((L-alanyl)amino)-3,3-dideuterio-1-propanesulfonic acid N[C@@H](C)C(=O)NC(CCS(=O)(=O)O)([2H])[2H]